cyano-N,N-diethyl-3-(4-((2-methyl-[1,1'-biphenyl]-3-yl)methoxy)-3-nitrophenyl)acrylamide C(#N)C(C(=O)N(CC)CC)=CC1=CC(=C(C=C1)OCC=1C(=C(C=CC1)C1=CC=CC=C1)C)[N+](=O)[O-]